ClC=1C(=NC=CC1)N 3-chloro-pyridine-2-amine